C(C)(C)(C)N(C(O)=O)C(C(NC1=C(C=CC=C1)C)=O)CC1=CC=C(C=C1)O.ClC1=CC=C(C=C1)N1N=C(C=C1)OCC1=C(C=CC=C1)[N+](=O)[O-] 2-[(N-p-chlorophenyl)-3-pyrazoloxymethyl]nitrobenzene t-butyl-(3-(4-hydroxyphenyl)-1-oxo-1-(o-tolylamino)propan-2-yl)carbamate